C(C)(C)(C)OC(=O)N(C1CCC2=CC(=CC=C12)/C=C/C(=O)OC)CCC1=CC(=CC(=C1)Cl)Cl methyl (E)-3-(1-((tert-butoxycarbonyl)(3,5-dichlorophenethyl)amino)-2,3-dihydro-1H-inden-5-yl)acrylate